The molecule is a carbamate ester that is phenyl methylcarbamate substituted at position 2 by a propan-2-yloxy group. It has a role as an EC 3.1.1.7 (acetylcholinesterase) inhibitor, a carbamate insecticide, an acaricide and an agrochemical. It is a carbamate ester and an aromatic ether. It derives from a methylcarbamic acid and a 2-isopropoxyphenol. CC(C)OC1=CC=CC=C1OC(=O)NC